CC(CO)CC1=CC=C(C=C1)OC 2-methyl-3-(para-methoxyphenyl)propanol